8-[1-(2,2-difluoroethyl)-1H-pyrazolo[3,4-b]pyrazin-6-yl]-2-[2-methyl-6-(trifluoromethyl)pyrimidin-4-yl]-2,8-diazaspiro[4.5]decane FC(CN1N=CC=2C1=NC(=CN2)N2CCC1(CCN(C1)C1=NC(=NC(=C1)C(F)(F)F)C)CC2)F